C(C)(C)(C)OC(=O)C1=C(C=NN1C)B1OC(CO1)(C)C 4-(5,5-dimethyl-1,3,2-dioxaborolan-2-yl)-1-methyl-1H-pyrazole-5-carboxylic acid tert-butyl ester